O1CC(CC1)C1=C(COC2OCCCC2)C=CC=C1 (2-(tetrahydrofuran-3-yl)benzyloxy)tetrahydro-2H-pyran